(Z)-N-(1,4-dioxo-1,4-diphenyl-but-2-ene-2-yl)benzamide O=C(/C(=C/C(C1=CC=CC=C1)=O)/NC(C1=CC=CC=C1)=O)C1=CC=CC=C1